(S)-5-((2-(dimethylamino)-1-phenylethyl)carbamoyl)-3-(4-(methoxycarbonyl)benzamido)-6,6-dimethyl-5,6-dihydropyrrolo[3,4-c]pyrazole-1(4H)-carboxylate CN(C[C@H](C1=CC=CC=C1)NC(=O)N1C(C=2N(N=C(C2C1)NC(C1=CC=C(C=C1)C(=O)OC)=O)C(=O)[O-])(C)C)C